C(#N)C(=C1CCN(CC1)C(=O)N(CC)CC)C1=CC=C(C=C1)C(F)(F)F 4-(cyano(4-(trifluoromethyl)phenyl)methylene)-N,N-diethylpiperidine-1-carboxamide